(3α,5β,12α,20R)-3,12-Dihydroxycholan-24-oic acid O[C@H]1C[C@H]2CC[C@H]3[C@@H]4CC[C@H]([C@@H](CCC(=O)O)C)[C@]4([C@H](C[C@@H]3[C@]2(CC1)C)O)C